5-(3-Isopropyl-5-((1-(tetrahydro-2H-pyran-4-yl)piperidin-4-yl)oxy)-1H-indol-2-yl)-1,3-dimethylpyridin-2(1H)-on C(C)(C)C1=C(NC2=CC=C(C=C12)OC1CCN(CC1)C1CCOCC1)C=1C=C(C(N(C1)C)=O)C